ClC1C(C(C(C1(F)F)(F)F)(F)F)Cl 1,2-dichloro-3,3,4,4,5,5-hexafluorocyclopentane